C(C1=CC(O)=C(O)C(O)=C1)(=O)OCCCCCCCCCCCCCCCCCCCCCCC n-tricosyl gallate